n-caproic acid vinyl ester CCCCCC(=O)OC=C